C(#N)CC1=CC=C(/C=C/C2=C3C=C(N=CC3=C(N=C2)NC)NC(=O)C2CC2)C=C1 (E)-N-(5-(4-(cyanomethyl)styryl)-8-(methylamino)-2,7-naphthyridin-3-yl)cyclopropanecarboxamide